N1(CCC2=CC=CC=C12)S(=O)(=O)C=1C=C(C(=O)NC2=CC(=CC=C2)S(=O)(=O)N2CCCCC2)C=CC1 3-(indolin-1-ylsulfonyl)-N-(3-(piperidin-1-ylsulfonyl)phenyl)benzamide